O1C(OC=C1)C(=O)[O-] dioxolate